3-(5-(((3S,4S)-4-(4-amino-3-(4-phenoxyphenyl)-1H-pyrazolo[3,4-d]pyrimidin-1-yl)-3-fluoropiperidin-1-yl)methyl)-1-oxoisoindolin-2-yl)piperidine-2,6-dione NC1=C2C(=NC=N1)N(N=C2C2=CC=C(C=C2)OC2=CC=CC=C2)[C@@H]2[C@H](CN(CC2)CC=2C=C1CN(C(C1=CC2)=O)C2C(NC(CC2)=O)=O)F